1-azabicyclo[3.2.2]nonan-6-one N12CCCC(C(C1)=O)CC2